C1(CC1)C=1C2=C(C(NC1)=O)N(C(=C2)CN2[C@@H](CN(CC2)C)C(C)C)S(=O)(=O)C2=CC=C(C=C2)C 4-cyclopropyl-2-[[(2R)-2-isopropyl-4-methyl-piperazin-1-yl]methyl]-1-(p-tolylsulfonyl)-6H-pyrrolo[2,3-c]pyridin-7-one